(R)-1-(1-(6,7-difluoro-1-oxo-1,2-dihydroisoquinolin-4-yl)ethyl)-1-methyl-3-(3,4,5-trifluorophenyl)urea FC=1C=C2C(=CNC(C2=CC1F)=O)[C@@H](C)N(C(=O)NC1=CC(=C(C(=C1)F)F)F)C